C(CC)NC(O[C@@H]1CC[C@H](CC1)C(N(C[C@@H]1CC[C@H](CC1)C1=CC(=C(C=C1)OC)C)C1=CC(=CC=C1)C=1C=NN(C1)C(C)C)=O)=O trans-4-((3-(1-Isopropyl-1H-pyrazol-4-yl)phenyl)(((trans)-4-(4-methoxy-3-methylphenyl) cyclohexyl)methyl) carbamoyl)cyclohexyl propylcarbamate